benzyl ((5-(((1S,3S,5S)-2-(3-((tert-butoxycarbonyl)amino)propanoyl)-5-methyl-2-azabicyclo[3.1.0]hexane-3-carboxamido)methyl)thiophen-3-yl)(imino)methyl)carbamate C(C)(C)(C)OC(=O)NCCC(=O)N1[C@H]2C[C@]2(C[C@H]1C(=O)NCC1=CC(=CS1)C(=N)NC(OCC1=CC=CC=C1)=O)C